C1(CCCCC1)CC1=C(OC2=CC=C(C=C2C1=O)F)C(=O)N cyclohexylmethyl-6-fluoro-4-oxo-4H-chromene-2-carboxamide